Cl.BrC=1C=C(C=C2CNCC12)O 7-bromoisoindolin-5-ol hydrochloride